N-(2-(Dimethylamino)ethyl)-3-(p-tolylamino)quinoxaline-2-carboxamide CN(CCNC(=O)C1=NC2=CC=CC=C2N=C1NC1=CC=C(C=C1)C)C